1,1,1,3,3,3-hexafluoropropan-2-yl 1-(2-(pyrrolidin-1-yl)-4-(trifluoromethyl) benzyl)-1,8-diazaspiro[4.5]decane-8-carboxylate N1(CCCC1)C1=C(CN2CCCC23CCN(CC3)C(=O)OC(C(F)(F)F)C(F)(F)F)C=CC(=C1)C(F)(F)F